COC1=CC=C(CN2C(N(CCC2=O)C2=CN=C3N2C=CC=C3N3CCC(CC3)N(C(OC(C)(C)C)=O)C)=O)C=C1 1-Tert-butyl (1-(3-(3-(4-methoxybenzyl)-2,4-dioxotetrahydropyrimidin-1(2H)-yl)imidazo[1,2-a]pyridin-8-yl)piperidin-4-yl)(methyl)carbamate